(difluoromethyl)-2-fluoro-3-nitro-benzene FC(F)C1=C(C(=CC=C1)[N+](=O)[O-])F